ClC1=NC=C(C=2C1=CNN2)F 4-chloro-7-fluoro-2H-pyrazolo(4,3-c)pyridine